CON([14C](=O)C1CC1)C N-methoxy-N-methylcyclopropanecarboxamide-14C